7-hydroxy-8-(4-ethyl-1-piperazinylmethyl)-3-acetylcoumarin oxime OC1=CC=C2C=C(C(OC2=C1CN1CCN(CC1)CC)=NO)C(C)=O